2-(7-chloro-1H-indol-1-yl)-2-methylpropanoic acid ClC=1C=CC=C2C=CN(C12)C(C(=O)O)(C)C